FC(C(C(F)(F)F)(C1=CC(=C(C=C1)C)N)C1=CC(=C(C=C1)C)N)(F)F 1,1,1,3,3,3-hexafluoro-2,2-bis(3-amino-4-methylphenyl)propane